N1=C(C=CC=C1)CNC(=O)NCC(=O)OCC ethyl ((pyridin-2-ylmethyl)carbamoyl)glycinate